CC1OCC(OC1)COC1=CC=C(C=C1)C=1C=C(C(NC1C(F)(F)F)=O)C(=O)N 5-(4-((5-Methyl-1,4-dioxan-2-yl)methoxy)phenyl)-2-oxo-6-(trifluoromethyl)-1,2-dihydropyridine-3-carboxamide